N(C)C[C@H](O)[C@@H](O)[C@H](O)[C@H](O)CO.OC1=CC=C(C=C1)CCC(=O)NC1=C(C(=O)O)C=CC=C1 2-(3-(p-hydroxyphenyl)-propionamido)-benzoic acid meglumine salt